4-Methyloctan CC(CCC)CCCC